C(C)N1N=CC=2C1=NC=CC2NCC2CCN(CC2)S(=O)(N)=N 4-(((1-ethyl-1H-pyrazolo[3,4-b]pyridin-4-yl)amino)methyl)piperidine-1-sulfonimidamide